hydroxymethyl-6-(4-nitrophenoxy)tetrahydro-4H-pyran-4-one OCC1OC(CC(C1)=O)OC1=CC=C(C=C1)[N+](=O)[O-]